tert-butyl 4-(2-((1-benzylpiperidin-4-yl)amino)-2-oxoethoxy)-4-phenylpiperidine-1-carboxylate C(C1=CC=CC=C1)N1CCC(CC1)NC(COC1(CCN(CC1)C(=O)OC(C)(C)C)C1=CC=CC=C1)=O